BrC=1C(=NC(=NC1)NC1=CC(=C(C=C1OC)N1CCN(CC1)CC=1C=C2CN(C(C2=C(C1)F)=O)C1CNCCC1)C)NC=1C(=C2N=CC=NC2=CC1)P(=O)(OC)OC 3-(5-((4-(4-((5-bromo-4-((5-(dimethylphosphono)quinoxalin-6-yl)amino)pyrimidin-2-yl)amino)-5-methoxy-2-methylphenyl)piperazin-1-yl)methyl)-7-fluoro-1-oxoisoindoline-2-yl)piperidine